(R)-1-(6-(3-chloro-4-(2-chloro-3-(6-methoxy-5-(((((S)-tetrahydrofuran-2-yl)methyl)amino)methyl)pyridin-2-yl)phenyl)pyridin-2-yl)-8-methoxy-3,4-dihydroisoquinolin-2(1H)-yl)propan-2-ol ClC=1C(=NC=CC1C1=C(C(=CC=C1)C1=NC(=C(C=C1)CNC[C@H]1OCCC1)OC)Cl)C=1C=C2CCN(CC2=C(C1)OC)C[C@@H](C)O